[2-[2-[bis[(2,4-dimethoxyphenyl)methyl]amino]-4-methoxy-pyrimidin-5-yl]oxy-1,1,2,2-tetradeuterio-ethyl]4-methylbenzenesulfonate COC1=C(C=CC(=C1)OC)CN(C1=NC=C(C(=N1)OC)OC(C([2H])([2H])OS(=O)(=O)C1=CC=C(C=C1)C)([2H])[2H])CC1=C(C=C(C=C1)OC)OC